CC1=CC=CC=2C3=CC=CC(=C3NC12)C 1,8-dimethyl-9H-carbazole